4-(benzyloxy)-6-(1H-imidazol-1-yl)-N-(2-(trifluoromethyl)pyridin-4-yl)pyridinecarboxamide C(C1=CC=CC=C1)OC1=CC(=NC(=C1)N1C=NC=C1)C(=O)NC1=CC(=NC=C1)C(F)(F)F